4-{[3-(4-Chloro-2-hydroxy-6-methylphenyl)-7H-pyrrolo[2,3-c]pyridazin-7-yl]methyl}piperidine-1-carbaldehyde ClC1=CC(=C(C(=C1)C)C1=CC2=C(N=N1)N(C=C2)CC2CCN(CC2)C=O)O